CC([C@@H](C(=O)N1C(C(CC1)C(C)C)C(=O)O)NC(C(F)(F)F)=O)(C)C 1-[(2S)-3,3-dimethyl-2-[(2,2,2-trifluoroacetyl)amino]butanoyl]-3-isopropyl-pyrrolidine-2-carboxylic acid